C(C)C1=C(C=CC(=C1F)F)[C@H]1[C@H](O[C@]([C@@H]1C)(C(F)(F)F)C)C(=O)NC1=CC(=NC=C1)C(=O)N 4-[[(2S,3S,4R,5R)-3-(2-Ethyl-3,4-difluoro-phenyl)-4,5-dimethyl-5-(trifluoromethyl)tetrahydrofuran-2-carbonyl]amino]pyridin-2-carboxamid